C(C)(C)(C)OC(=O)N1C(CCC1)C=C(C(=O)OC)NC(=O)OCC1=CC=CC=C1 2-(2-(((benzyloxy)carbonyl)amino)-3-methoxy-3-oxoprop-1-en-1-yl)pyrrolidine-1-carboxylic acid tert-butyl ester